2-(2-(tetrahydro-2H-pyran-4-yl)ethyl)quinazolin-4(3H)-one O1CCC(CC1)CCC1=NC2=CC=CC=C2C(N1)=O